CC1=CC=CC=2NC3=CC=C(C=C3C(C12)(C)C)CN1CCNCC1 1,9,9-trimethyl-7-(piperazin-1-ylmethyl)-9,10-dihydroacridine